CN1CCC(CC1)(C(=O)N(CC(NC=1C=C2C[C@]3(C(NC4=NC=CC=C43)=O)CC2=CC1)=O)CC1=C(C=CC=C1)CNC)C (R)-1,4-dimethyl-N-(2-((methylamino)methyl)benzyl)-N-(2-oxo-2-((2'-oxo-1,1',2',3-tetrahydrospiro[indene-2,3'-pyrrolo[2,3-b]pyridin]-5-yl)amino)ethyl)piperidine-4-carboxamide